O1COC2=C1C=CC=C2CNCC2=CC(=NC=C2)N2CC(CCC2)C N-(1,3-benzodioxol-4-ylmethyl)-1-[2-(3-methyl-1-piperidyl)-4-pyridyl]methanamine